(R)-N-(5-(5-ethyl-1,2,4-oxadiazol-3-yl)-2,3-dihydro-1H-inden-1-yl)-1,5-dimethyl-1H-1,2,3-triazole-4-carboxamide C(C)C1=NC(=NO1)C=1C=C2CC[C@H](C2=CC1)NC(=O)C=1N=NN(C1C)C